NC1=NC=CC2=C1N(C(N2[C@H]2CN(CCC2)C(=O)C(C#N)=CC(C)(N2CCN(CC2)C2COC2)C)=O)C2=CC=C(C=C2)OC2=C(C=CC=C2F)F (R)-2-(3-(4-amino-3-(4-(2,6-difluorophenoxy)phenyl)-2-oxo-2,3-dihydro-1H-imidazo[4,5-c]pyridin-1-yl)piperidine-1-carbonyl)-4-methyl-4-(4-(oxetan-3-yl)piperazin-1-yl)pent-2-enenitrile